(2R,3S,4S,5R)-3-(5-deuterio-3,4-difluoro-2-methoxy-phenyl)-4,5-dimethyl-5-(trifluoromethyl)tetrahydrofuran-2-carboxylic acid [2H]C=1C(=C(C(=C(C1)[C@H]1[C@@H](O[C@]([C@H]1C)(C(F)(F)F)C)C(=O)O)OC)F)F